C(C)N1C(C(N(CC1)[2H])([2H])[2H])([2H])[2H] 1-Ethyl-piperazine-d5